2-cyano-N-(2-oxo-2-(7-(4-(trifluoromethyl)-phenoxy)-3,4-dihydroisoquinolin-2(1H)-yl)ethyl)-acetamide C(#N)CC(=O)NCC(N1CC2=CC(=CC=C2CC1)OC1=CC=C(C=C1)C(F)(F)F)=O